NC=1C=C(C(N)=NO)C=CC1 3-aminobenzamidoxime